FC1=C(C=CC=C1C(F)(F)F)N 2-fluoro-3-(trifluoromethyl)phenylamine